NC=1C=NC=C(C1C1=CC(=C(C(=O)NC=2C=C(C(=NC2)C(=O)NCC2=COC=C2)Cl)C=C1F)Cl)C#C 5-(4-(3-amino-5-ethynylpyridin-4-yl)-2-chloro-5-fluorobenzamido)-3-chloro-N-(furan-3-ylmethyl)pyridinecarboxamide